BrC1=CC=C(C=C1)OCC(C)(C)OC 1-bromo-4-(2-methoxy-2-methylpropoxy)benzene